(1'-(tert-butoxycarbonyl)-2-oxospiro[indoline-3,4'-piperidin]-6-yl)-3-(ethyl-(tetrahydro-2H-pyran-4-yl)amino)-2-methylbenzoic acid C(C)(C)(C)OC(=O)N1CCC2(CC1)C(NC1=CC(=CC=C12)C1=C(C(=C(C(=O)O)C=C1)C)N(C1CCOCC1)CC)=O